N-(4,6-diamino-2-(1-(2,6-difluorobenzyl)-1H-pyrazolo[3,4-c]pyridazin-3-yl)pyrimidin-5-yl)-3-methyl-oxetan-3-carboxamide NC1=NC(=NC(=C1NC(=O)C1(COC1)C)N)C1=NN(C2=NN=CC=C21)CC2=C(C=CC=C2F)F